2-Hexyl-6-(6-hexyl-2-naphthylvinyl)-anthracene C(CCCCC)C1=CC2=CC3=CC=C(C=C3C=C2C=C1)C=CC1=CC2=CC=C(C=C2C=C1)CCCCCC